7-(Difluoromethyl)-5-(3-(6-((4-(2-(2,6-dioxopiperidin-3-yl)-1-oxoisoindolin-4-yl)but-3-yn-1-yl)carbamoyl)pyridin-3-yl)isoquinolin-8-yl)-N-methyl-1H-indole-3-carboxamide FC(C=1C=C(C=C2C(=CNC12)C(=O)NC)C=1C=CC=C2C=C(N=CC12)C=1C=NC(=CC1)C(NCCC#CC1=C2CN(C(C2=CC=C1)=O)C1C(NC(CC1)=O)=O)=O)F